2,4-bis(2-aminoethyl)amino-6-bis(triethoxysilylpropyl)amino-1,3,5-triazine NCCNC1=NC(=NC(=N1)NCCN)N(CCC[Si](OCC)(OCC)OCC)CCC[Si](OCC)(OCC)OCC